2-[3-(Ethylsulfonyl)-7-(trifluoromethyl)imidazo[1,2-a]pyridin-2-yl]-6-(trifluoromethyl)[1,2,4]triazolo[1,5-a]pyridin C(C)S(=O)(=O)C1=C(N=C2N1C=CC(=C2)C(F)(F)F)C2=NN1C(C=CC(=C1)C(F)(F)F)=N2